2-((2-((2,2'-dichloro-3''-fluoro-4''-(((2-hydroxyethyl)amino)methyl)-5''-methoxy-[1,1':3',1''-terphenyl]-3-yl)carbamoyl)-4,5,6,7-tetrahydropyrazolo[1,5-a]pyridin-4-yl)amino)acetic acid ClC1=C(C=CC=C1NC(=O)C1=NN2C(C(CCC2)NCC(=O)O)=C1)C1=C(C(=CC=C1)C1=CC(=C(C(=C1)OC)CNCCO)F)Cl